O[C@H](CC=O)C1=CC=C(C=C1)Br (R)-3-hydroxy-3-(4-bromophenyl)-propanal